N=1C=CN2C1C=CC(=C2)C2=CNC1=NC=C(C=C12)C(=O)NC=1C=NN(C1)C1CCNCC1 3-(imidazo[1,2-a]pyridin-6-yl)-N-(1-(piperidin-4-yl)-1H-pyrazol-4-yl)-1H-pyrrolo[2,3-b]pyridine-5-carboxamide